FC=1C(=C(C=C(C1)CC(C)C)N1CCN(CC1)CC1=NC=CC=C1C)C=1N=NNN1 1-[3-fluoro-5-isobutyl-2-(2H-tetrazol-5-yl)phenyl]-4-[(3-methyl-2-pyridyl)methyl]-piperazine